C(#N)C1=CC=C(C=C1)C1CCN(CC1)C(=O)C1=NNC(=C1)NC(C1=CN=C(C=C1)NC(C)C)=O N-(3-(4-(4-cyanophenyl)piperidine-1-carbonyl)-1H-pyrazol-5-yl)-6-(isopropylamino)nicotinamide